CN(CCN(C1=C(C=C(C(=C1)OCC)NC1=NC=CC(=N1)N1CC(C2=NC(=C(C=C21)C)C)(C)C)[N+](=O)[O-])C)C N1-[2-(dimethylamino)ethyl]-5-ethoxy-N1-methyl-2-nitro-N4-(4-(3,3,5,6-tetramethyl-2,3-dihydro-1H-pyrrolo[3,2-b]pyridin-1-yl)pyrimidin-2-yl)benzene-1,4-diamine